2'-chloro-N-(S-(3-chloro-6-(difluoromethyl)picolinoyl)-5,6-dihydro-4H-pyrrolo[3,4-d]thiazol-2-yl)-5'-(difluoromethoxy)-6-methyl-[4,4'-bipyridine]-3-carboxamide ClC1=NC=C(C(=C1)C1=C(C=NC(=C1)C)C(=O)NC=1S(C2=C(N1)CNC2)C(C2=NC(=CC=C2Cl)C(F)F)=O)OC(F)F